2,5-bis-(tert.-butylperoxy)-2,5-dimethyl-hexane C(C)(C)(C)OOC(C)(CCC(C)(C)OOC(C)(C)C)C